CN1N=CC(=C1C1=CC=C(C(=N1)OC1CN(C1)CN1N=CC[C@H]1C=1C=NC=C(C1)F)F)C (S)-(3-((6-(1,4-dimethyl-1H-pyrazol-5-yl)-3-fluoropyridin-2-yl)oxy)azetidin-1-yl)(5-(5-fluoropyridin-3-yl)-4,5-dihydro-1H-pyrazol-1-yl)methan